(S)-2-((3-bromophenyl)sulfonamido)-N-(cyanomethyl)-3-(6-(2-methylpyridin-4-yl)benzo[d]oxazol-2-yl)propanamide BrC=1C=C(C=CC1)S(=O)(=O)N[C@H](C(=O)NCC#N)CC=1OC2=C(N1)C=CC(=C2)C2=CC(=NC=C2)C